3-fluoro-2-(7-(2,2,6,6-tetramethyl-1,2,3,6-tetrahydropyridin-4-yl)imidazo[1,2-a]pyrimidin-2-yl)-5-(1H-1,2,4-triazol-1-yl)phenol FC=1C(=C(C=C(C1)N1N=CN=C1)O)C=1N=C2N(C=CC(=N2)C=2CC(NC(C2)(C)C)(C)C)C1